C(C=C)(=O)O.C(C=C)(=O)O.C(N)(OCC)=O ethyl carbamate diacrylate